NC=1C=C(C=C(C1)C(F)(F)F)[C@@H](C)NC1=NC(=NC2=CC3=C(C=C12)N(CC3)CC3COCC3)C N-{(R)-1-[3-amino-5-(trifluoromethyl)phenyl]ethyl}-2-methyl-6-((tetrahydrofuran-3-yl)methyl)-7,8-dihydro-6H-pyrrolo[2,3-g]quinazolin-4-amine